4-bromo-6-ethylisoquinoline BrC1=CN=CC2=CC=C(C=C12)CC